C(CCCCCCCC(=O)OCCCCCC(C)C)(=O)OCCCCCC(C)C di(isooctyl) azelate